C(C1CCCO1)O tetrahydro-furfuryl alcohol